BrCC=1C(=O)OCC1 bromomethyl-butenolide